N-(4-methyl-benzenesulfonyl)cinnamylamine CC1=CC=C(C=C1)S(=O)(=O)NCC=CC1=CC=CC=C1